4-(4-((5-(1-(Difluoromethyl)-1H-pyrazol-3-yl)-4-(((1s,4s)-4-hydroxy-4-methylcyclohexyl)amino)pyridin-2-yl)amino)pyrimidin-2-yl)-N,N-dimethyl-1H-pyrazole-1-carboxamide FC(N1N=C(C=C1)C=1C(=CC(=NC1)NC1=NC(=NC=C1)C=1C=NN(C1)C(=O)N(C)C)NC1CCC(CC1)(C)O)F